CC1(CC(C=C(C1)OC(N(C)C)=O)=O)C dimethyl-carbamic acid 5,5-dimethyl-3-oxocyclohex-1-enyl ester